Benzyl N-[(1-{[2-(methylsulfanyl)-5-[2-(triisopropylsilyl)ethynyl]pyrido[2,3-d]pyrimidin-7-yl] amino}cyclopentyl)methyl]carbamate CSC=1N=CC2=C(N1)N=C(C=C2C#C[Si](C(C)C)(C(C)C)C(C)C)NC2(CCCC2)CNC(OCC2=CC=CC=C2)=O